COC1=C(C=CC(=C1)OC)C(C(=O)NCC1=CC=NC=C1)NCCC1CCNCC1 2-(2,4-dimethoxyphenyl)-2-[(2-piperidine-4-ylethyl)amino]-N-(pyridine-4-ylmethyl)acetamid